(2R)-N-[4-(3'-anilino-5'-methyl-4'-oxo-1',4',5',7'-tetrahydrospiro[cyclobutane-1,6'-pyrrolo[3,2-c]pyridin]-2'-yl)pyridin-2-yl]-2-(4-fluorophenyl)propenamide N(C1=CC=CC=C1)C1=C(NC2=C1C(N(C1(C2)CCC1)C)=O)C1=CC(=NC=C1)NC(C(=C)C1=CC=C(C=C1)F)=O